racemic-N-methyl-8-oxa-2,14,19,25,29,33-hexazahexacyclo[21.6.2.13,7.116,20.010,14.027,31]tritriaconta-1(30),3,5,7(33),16,18,20(32),23,25,27(31),28-undecaen-21-yn-26-amine CNC1=NC=C2C#CC=3N=CC=C(CN4CCC[C@@H]4COC=4C=CC=C(NC=5N=CC1=C2C5)N4)C3 |r|